C(C)OC1=NC=CC=C1C1=CN(C2=NC(=CC=C21)NC(=O)[C@H]2[C@H](C2)F)COCC[Si](C)(C)C (1S,2S)-N-(3-(2-ethoxypyridin-3-yl)-1-((2-(trimethylsilyl)ethoxy)methyl)-1H-pyrrolo[2,3-b]pyridin-6-yl)-2-fluorocyclopropane-1-carboxamide